Cl[Si]([Si](C)(C)C1C(=CC2=C(C=CC=C12)C1=CC(=CC(=C1)C(C)(C)C)C(C)(C)C)C)(C)C 1-chloro-2-(4-(3,5-di-tert-butylphenyl)-2-methyl-1H-inden-1-yl)-1,1,2,2-tetramethyldisilane